tert-butyl 4-(((1r,3r)-3-(4-((ethylsulfonyl)methyl)-2-(6-methyl-7-oxo-1-tosyl-6,7-dihydro-1H-pyrrolo[2,3-c]pyridin-4-yl)phenoxy)cyclobutoxy) methyl)piperidine-1-carboxylate C(C)S(=O)(=O)CC1=CC(=C(OC2CC(C2)OCC2CCN(CC2)C(=O)OC(C)(C)C)C=C1)C=1C2=C(C(N(C1)C)=O)N(C=C2)S(=O)(=O)C2=CC=C(C)C=C2